ClCC(=O)NC=1C=C2C(=NC=NC2=CC1)NC1=CC(=CC=C1)OC 2-chloro-N-(4-((3-methoxyphenyl)amino)quinazolin-6-yl)acetamide